C1CCC12N(CCC2)CCNC(=O)C=2C=C(C(=NC2)C)NC(=O)C=2C=NN1C2SC(=C1)C=1C(=NN(C1C)C)C N-(5-((2-(5-azaspiro[3.4]octan-5-yl)ethyl)carbamoyl)-2-methylpyridin-3-yl)-2-(1,3,5-trimethyl-1H-pyrazol-4-yl)pyrazolo[5,1-b]thiazole-7-carboxamide